4-[4-[[1-[(4-fluorophenyl)carbamoyl]cyclopropanecarbonyl]amino]phenoxy]-6-methylquinoline-7-carboxylic acid FC1=CC=C(C=C1)NC(=O)C1(CC1)C(=O)NC1=CC=C(OC2=CC=NC3=CC(=C(C=C23)C)C(=O)O)C=C1